C1=C(C=CC2=CC=CC=C12)N(C1=CC=C(C2=CC=C(N(C3=CC4=CC=CC=C4C=C3)C3=CC4=CC=CC=C4C=C3)C=C2)C=C1)C1=CC2=CC=CC=C2C=C1 tetranaphthalen-2-yl-benzidine